(S)-1-(4-cyanopyridin-2-yl)-N-((S)-1-((3,3-difluorocyclobutyl)carbamoyl)-4-methoxy-2,3-dihydro-1H-inden-1-yl)-N-(3-fluorophenyl)-5-oxopyrrole-2-carboxamide C(#N)C1=CC(=NC=C1)N1[C@@H](C=CC1=O)C(=O)N(C1=CC(=CC=C1)F)[C@]1(CCC2=C(C=CC=C12)OC)C(NC1CC(C1)(F)F)=O